(Z)-13-Octadecenal C(CCCCCCCCCCC\C=C/CCCC)=O